3-amino-4-((4-bromophenylethyl)amino)benzamide NC=1C=C(C(=O)N)C=CC1NCCC1=CC=C(C=C1)Br